(1-cyclopropyl-5-fluoro-1H-pyrazol-4-yl)-N-(1-methylpiperidin-3-yl)amino-sulfonamide C1(CC1)N1N=CC(=C1F)S(=O)(=O)NNC1CN(CCC1)C